methyl N-[4-carbamoyl-1-[4-(cyanomethyl)-3-fluoro-1-[(6-phenyl-3-pyridyl)methyl]-4-piperidyl]pyrazol-3-yl]carbamate C(N)(=O)C=1C(=NN(C1)C1(C(CN(CC1)CC=1C=NC(=CC1)C1=CC=CC=C1)F)CC#N)NC(OC)=O